NC=1C=NN(C1)CC(=O)OC(C)(C)C tert-Butyl 2-(4-amino-1H-pyrazol-1-yl)acetate